(chloromethyl)ethylenoxid ClCC1CO1